2,2-difluoro-3-hydroxypropyl-4-methylbenzenesulfonate FC(COS(=O)(=O)C1=CC=C(C=C1)C)(CO)F